C(CCCCCCCCCCCCCCCCCCCCCCC)(=O)OCCCCCCCC\C=C/CCCCCC palmitoleyl lignocerate